COC1=C(C(=CC(=C1)S(=O)(=O)C)C)C1=CC=C2C=CC(=NC2=N1)C1CN(CCC1)C(=O)OCC1=CC=CC=C1 benzyl 3-[7-(2-methoxy-6-methyl-4-methylsulfonyl-phenyl)-1,8-naphthyridin-2-yl]piperidine-1-carboxylate